tert-butyl ((5S,8S,10aR)-8-(((R)-chroman-4-yl)carbamoyl)-6-oxo-3-((R)-1,1,1-trifluoropropan-2-yl)decahydropyrrolo[1,2-a][1,5]diazocin-5-yl)carbamate O1CC[C@H](C2=CC=CC=C12)NC(=O)[C@@H]1CC[C@H]2N1C([C@H](CN(CC2)[C@@H](C(F)(F)F)C)NC(OC(C)(C)C)=O)=O